FC(/C=1/C(=O)OC(\C1\C(F)(F)F)=O)(F)F 2,3-bis(trifluoromethyl)-maleic anhydride